ClC1=CC=C(C=C1)N(C(=O)C=1C=C(C=2N(C1)C(=CN2)C2=CC=C(C=C2)NC(OC)=O)C)C methyl N-[4-[6-[(4-chlorophenyl)-methyl-carbamoyl]-8-methyl-imidazo[1,2-a]pyridin-3-yl]phenyl]carbamate